1-amino-9-(5-((2-amino-3-chloropyridin-4-yl)thio)pyrazin-2-yl)-N,N-dimethyl-3,9-diazaspiro[5.5]undecane-3-carboxamide NC1CN(CCC12CCN(CC2)C2=NC=C(N=C2)SC2=C(C(=NC=C2)N)Cl)C(=O)N(C)C